N-(2-carbamoylphenyl)-2-((3-trifluoromethylphenyl)amino)benzamide C(N)(=O)C1=C(C=CC=C1)NC(C1=C(C=CC=C1)NC1=CC(=CC=C1)C(F)(F)F)=O